1-benzyl-5-oxo-N-[[3-(trifluoromethyl)phenyl]methyl]pyrrolidine-3-carboxamid C(C1=CC=CC=C1)N1CC(CC1=O)C(=O)NCC1=CC(=CC=C1)C(F)(F)F